ClC=1C=NN(C1CC1N(C(C2=CC=CC=C12)=O)CC1CC(C1)C(=O)N)C 3-((1-((4-chloro-1-methyl-1H-pyrazol-5-yl)methyl)-3-oxoisoindolin-2-yl)methyl)cyclobutane-1-carboxamide